C(C)(=O)O[C@H]1[C@H](NC(CBr)=O)[C@@H](OC(C)=O)[C@H](OC(C)=O)[C@H](O1)COC(C)=O N-bromoacetyl-β-D-glucosamine tetra-O-acetate